BrC=1C(=NC=CC1)N1CCN(CC1)C1CC2(CNC2)CC1 6-[4-(3-bromo-2-pyridyl)piperazin-1-yl]-2-azaspiro[3.4]octane